C(C)OC(=O)C=1C=NC2=CC=C(C=C2C1NC1=C(C(=O)O)C=CC=C1)N1C=CC2=CC(=CC=C12)O 2-[[3-ethoxycarbonyl-6-(5-hydroxyindol-1-yl)-4-quinolinyl]amino]benzoic acid